(R)-3-mercapto-pyrrolidine-1-carboxylic acid tert-butyl ester C(C)(C)(C)OC(=O)N1C[C@@H](CC1)S